(R)-2-amino-2-(imidazo[1,2-a]pyridin-6-yl)-4,4-dimethylpentanoic acid isopropyl ester C(C)(C)OC([C@@](CC(C)(C)C)(C=1C=CC=2N(C1)C=CN2)N)=O